N-tert-butyl-4-[[2-(4-tert-butyl-3-nitro-phenyl)acetyl]amino]pyridine-2-carboxamide C(C)(C)(C)NC(=O)C1=NC=CC(=C1)NC(CC1=CC(=C(C=C1)C(C)(C)C)[N+](=O)[O-])=O